(2R,3R,4R,5S)-1-(6-{[4-(2-hydroxyethyl)-2-nitrophenyl]amino}hexyl)-2-(hydroxymethyl)piperidine-3,4,5-triol OCCC1=CC(=C(C=C1)NCCCCCCN1[C@@H]([C@H]([C@@H]([C@H](C1)O)O)O)CO)[N+](=O)[O-]